(S)-2-(5-ethynyl-6-fluoro-4-(8-fluoro-4-(methyl(piperidin-2-ylmethyl)amino)-2-morpholinopyrido[4,3-d]pyrimidin-7-yl)naphthalen-2-yl)propan-2-ol C(#C)C1=C2C(=CC(=CC2=CC=C1F)C(C)(C)O)C1=C(C=2N=C(N=C(C2C=N1)N(C[C@H]1NCCCC1)C)N1CCOCC1)F